8-[4-amino-3-(trifluoromethyl)phenoxy]-4-[(4-methoxyphenyl)methyl]-2H,3H,4H-pyrido[3,2-b][1,4]-oxazin-3-one NC1=C(C=C(OC2=CC=NC3=C2OCC(N3CC3=CC=C(C=C3)OC)=O)C=C1)C(F)(F)F